6-(2-(5-methoxypyrimidin-2-yl)cyclobutyl)-4-oxo-1-(1-(6-(trifluoromethyl)pyridin-3-yl)ethyl)-4,5-dihydro-1H-pyrazolo[3,4-d]pyrimidine-3-carbonitrile COC=1C=NC(=NC1)C1C(CC1)C=1NC(C2=C(N1)N(N=C2C#N)C(C)C=2C=NC(=CC2)C(F)(F)F)=O